(S)-1-FLUORO-N-((4-((1-(3-FLUOROAZETIDIN-1-YL)-5-(4-FLUOROPHENYL)PENTAN-3-YL)AMINO)-3-NITROPHENYL)SULFONYL)CYCLOHEXANE-1-CARBOXAMIDE FC1(CCCCC1)C(=O)NS(=O)(=O)C1=CC(=C(C=C1)N[C@H](CCN1CC(C1)F)CCC1=CC=C(C=C1)F)[N+](=O)[O-]